FC1=C(C=C2C=NNC(C2=C1)=O)N1CCNCC1 7-fluoro-1-oxo-6-(piperazin-1-yl)phthalazin